N1CCC(CCC1)CNC1=NN(C(=C1)C1=CC(=C(C#N)C=C1)F)C1=C(C=C(C=C1)N1CCS(CC1)(=O)=O)F 4-(3-((azepan-4-yl-methyl)amino)-1-(4-(1,1-dioxidothiomorpholino)-2-fluoro-phenyl)-1H-pyrazol-5-yl)-2-fluorobenzonitrile